C(C)(C)N(C(=O)C1=C(OC=2C(=NC=NC2)N2C[C@@H](CC2)CN2CC3(C2)CCC(CC3)NS(=O)(=O)N3C=CN=CC=C3)C=CC(=C1)F)C(C)C (1S,4S)-5-(N-(2-(((S)-1-(5-(2-(diisopropylcarbamoyl)-4-fluorophenoxy)pyrimidin-4-yl)pyrrolidin-3-yl)methyl)-2-azaspiro[3.5]nonan-7-yl)aminosulfonyl)-2,5-diazepine